2-(furan-2-yl)-N5-(4-(oxetan-3-ylmethyl)phenethyl)-[1,2,4]triazolo[1,5-a][1,3,5]triazine-5,7-diamine O1C(=CC=C1)C1=NN2C(N=C(N=C2N)NCCC2=CC=C(C=C2)CC2COC2)=N1